3-(4-amino-7-methyl-5-[4-[(6-methylpyridin-2-yl)oxy]phenyl]pyrrolo[2,3-d]pyrimidin-6-yl)-2,5-dihydropyrrole-1-carboxylic acid tert-butyl ester C(C)(C)(C)OC(=O)N1CC(=CC1)C1=C(C2=C(N=CN=C2N)N1C)C1=CC=C(C=C1)OC1=NC(=CC=C1)C